1-(di-(2-ethylhexyl)aminomethyl)-benzotriazole C(C)C(CN(CC(CCCC)CC)CN1N=NC2=C1C=CC=C2)CCCC